C(C)(C)(C)OC(=O)N1CCC(CC1)C(C(O)C=1C=C(C=C2C=NNC12)Cl)(C)C 4-[2-(5-chloro-1H-indazol-7-yl)-2-hydroxy-1,1-dimethyl-ethyl]piperidine-1-carboxylic acid tert-butyl ester